tert-butyl (5-(4-fluorophenyl)thiazolo[5,4-b]pyridin-2-yl)carbamate FC1=CC=C(C=C1)C1=CC=C2C(=N1)SC(=N2)NC(OC(C)(C)C)=O